ClC=1C=C(C=C(C1)NS(=O)(=O)C)NC(=O)C1=CN(C(=C1)C)C1=NC=C(C=C1)N1CC2C(C1)COC2 N-(3-chloro-5-(methylsulfonamido)phenyl)-5-methyl-1-(5-(tetrahydro-1H-furo[3,4-c]pyrrol-5(3H)-yl)pyridin-2-yl)-1H-pyrrole-3-carboxamide